NC1=C(C=C(C=N1)C=1N=C(N2C1CN(CC2)C(C)=O)C2CC2)OC(F)(F)F 1-(1-(6-amino-5-(trifluoromethoxy)pyridin-3-yl)-3-cyclopropyl-5,6-dihydroimidazo[1,5-a]pyrazin-7(8H)-yl)ethan-1-one